NC=1SC(=CN1)C1=CC=C(C#N)C=C1 4-(2-aminothiazol-5-yl)benzonitrile